(3S,4R)-4-{[5-chloro-6-cyano-7-(3,3-difluorobutan-2-yl)pyrrolo[2,1-f][1,2,4]triazin-2-yl]amino}oxan-3-yl acetate C(C)(=O)O[C@@H]1COCC[C@H]1NC1=NN2C(C=N1)=C(C(=C2C(C)C(C)(F)F)C#N)Cl